N,N'-(3-hydroxy-1,5-pentanediyl)bis-1-aziridinecarboxamide OC(CCNC(=O)N1CC1)CCNC(=O)N1CC1